[2-(5-bromo-3-ethylsulfonyl-2-pyridinyl)-1,3-benzoxazol-5-yl]-ethylimino-oxo-(trifluoromethyl)-λ6-sulfane BrC=1C=C(C(=NC1)C=1OC2=C(N1)C=C(C=C2)S(C(F)(F)F)(=O)=NCC)S(=O)(=O)CC